C(C)OP(OCC)(=O)CC(C)=O Diethyl(2-oxopropyl)phosphonate